tert-Butyl (2S)-4-[7-(8-chloro-1-naphthyl)-2-[[(3R)-1-methylpyrrolidin-3-yl]methoxy]-6,8-dihydro-5H-pyrido[3,4-d]pyrimidin-4-yl]-2-(cyanomethyl)piperazine-1-carboxylate ClC=1C=CC=C2C=CC=C(C12)N1CC=2N=C(N=C(C2CC1)N1C[C@@H](N(CC1)C(=O)OC(C)(C)C)CC#N)OC[C@H]1CN(CC1)C